C1(=CC=CC1)C/C(=N/C1=CC=C(C=C1)OC)/C1=C(C=CC=C1C)C (Z)-2-(cyclopenta-1,3-dien-1-yl)-1-(2,6-dimethylphenyl)-N-(4-methoxyphenyl)ethan-1-imine